imidazole-2-carboxamide N1C(=NC=C1)C(=O)N